BrC1=CC2=C(N=C(N=C2N[C@H](C)C2=C(C(=CC=C2)C(F)F)C)C)N=C1OC (R)-6-bromo-N-(1-(3-(difluoromethyl)-2-methylphenyl)ethyl)-7-methoxy-2-methylpyrido[2,3-d]pyrimidin-4-amine